N-(quinolin-3-yl)acetamide CC(=O)NC1=CC2=CC=CC=C2N=C1